ClC=1N=NC(=CC1CCCO)Cl 3-(3,6-dichloro-1,2-diazin-4-yl)propan-1-ol